ClC=1C=NN(C1C(=O)NC1=NC=C(C=C1F)C#CC1=CC=CC=C1)[C@@H]1COCC1 (S)-4-chloro-N-(3-fluoro-5-(phenylethynyl)pyridin-2-yl)-1-(tetrahydrofuran-3-yl)-1H-pyrazole-5-carboxamide